2-((1-(3-(6-methoxypyridin-3-yl)-2,7-dimethylquinolin-5-yl)ethyl)amino)benzoic acid COC1=CC=C(C=N1)C=1C(=NC2=CC(=CC(=C2C1)C(C)NC1=C(C(=O)O)C=CC=C1)C)C